((1s,3r)-3-((3-methyl-2-oxo-2,3-dihydro-1H-benzo[d]imidazol-4-yl)methyl)cyclobutyl)piperazine-1-carboxylic acid tert-butyl ester C(C)(C)(C)OC(=O)N1C(CNCC1)C1CC(C1)CC1=CC=CC=2NC(N(C21)C)=O